phosphonine P1C=CC=CC=CC=C1